FC=1C=C2C(C(=CN(C2=CC1N1[C@H](CCC1)COC1=NC=CC=C1)C1CC(C1)COC)C(=O)O)=O 6-fluoro-1-[3-(methoxymethyl)cyclobutyl]-4-oxo-7-[(2R)-2-[(pyridin-2-yloxy)methyl]pyrrolidin-1-yl]-1,4-dihydro-quinoline-3-carboxylic acid